C(CCCCCCCCCCCCCCC)(=O)OC(CCCC(=O)O)CCCCCCCCCCCCC 5-hexadecanoyloxyoctadecanoic acid